4-({3-fluoro-4-[5-(trifluoromethyl)-1,2,4-oxadiazol-3-yl]phenyl}methoxy)-2-methylpyrimidine FC=1C=C(C=CC1C1=NOC(=N1)C(F)(F)F)COC1=NC(=NC=C1)C